1-(fluorosulfonyl)-2,3-dimethyl-1H-imidazol-3-ium FS(=O)(=O)N1C(=[N+](C=C1)C)C